COC1=CC=C(C=C1)[C@@H]1CC(=NN1C(CC)=O)C1=C(C=CS1)C (S)-5-(5-(4-methoxyphenyl)-1-propionyl-4,5-dihydro-1H-pyrazol-3-yl)-4-methylthiophene